BrC1=C(C2=C(OCC1)C=CC=C2)C2=CC=C(C=C2)N2CCN(CC2)C(C)C 1-(4-(4-Bromo-2,3-dihydrobenzo[b]oxepin-5-yl)phenyl)-4-isopropylpiperazine